The molecule is an artemoin in which the two hydroxy groups on the C-30 side-chain are located at positions 19 and 20. It has a role as a mouse metabolite, a plant metabolite and a rat metabolite. CCCCCCCCCCC(C(CCCCCCCCCCCCCCCCCCC1=CC(OC1=O)C)O)O